tert-Butyl 4-bromo-2-methyl-5,7-dihydro-6H-pyrrolo[3,4-d]pyrimidine-6-carboxylate BrC=1C2=C(N=C(N1)C)CN(C2)C(=O)OC(C)(C)C